NN(C(C(C)N(N)N)CCC)N N,N,N',N'-tetraaminopropylpropylenediamine